FC1=C(C=CC(=C1)N)C1=CC=CC=C1 2-fluoro-4-aminobiphenyl